2-(2-(6-aminopyrimidin-4-yl)-5-(pyrimidin-5-yl)benzyl)-3-ethoxy-3-oxopropionic acid NC1=CC(=NC=N1)C1=C(CC(C(=O)O)C(=O)OCC)C=C(C=C1)C=1C=NC=NC1